C(CCC)C1(CS(C2=C(N(C1)C1=CC=C(C=C1)C(F)(F)F)C=C(C(=C2)O/C=C/C(=O)OCC)SC)(=O)=O)CCCC ethyl (E)-3-((3,3-dibutyl-7-(methylthio)-1,1-dioxido-5-(4-(trifluoromethyl)-phenyl)-2,3,4,5-tetrahydro-1,5-benzothiazepin-8-yl)oxy)acrylate